(2S,4R)-N-(6-(difluoromethoxy)pyridin-2-yl)-4-fluoropyrrolidine-2-carboxamide hydrochloride Cl.FC(OC1=CC=CC(=N1)NC(=O)[C@H]1NC[C@@H](C1)F)F